CN(C)CC1CCC(CC1)CC=1C(=NC=C(C1N)C#CC=1C=NN(C1)C)N (((1r,4r)-4-((dimethylamino)methyl)cyclohexyl)methyl)-5-((1-methyl-1H-pyrazol-4-yl)ethynyl)pyridine-2,4-diamine